ClC1=CC(=C(C#N)C=C1)CC(C1=CC=CC=C1)=O 4-chloro-2-(2-oxo-2-phenylethyl)benzonitrile